ClC1=C(C=C(C=C1)F)C1(C(=CSC1CC1=CC=C(C=C1)OC)[N+](=O)[O-])O 4-(2-Chloro-5-fluorophenyl)-4-hydroxy-5-(4-methoxybenzyl)-3-nitro-4,5-dihydrothiophen